(R)-2-hydroxy-3-((R)-2-(2-iminoimidazolidine-1-carboxamido)-2-(4-phosphonophenyl)acetamido)-3,4-dihydro-2H-benzo[e][1,2]oxaborinine-8-carboxylic acid OB1OC2=C(C[C@@H]1NC([C@@H](C1=CC=C(C=C1)P(=O)(O)O)NC(=O)N1C(NCC1)=N)=O)C=CC=C2C(=O)O